C(C)(C)(C)C1N(CCC(C1)C=1C=NC2=CC(=CC=C2C1)Br)C(=O)O.CO[C@@H]1[C@H]([C@@H]([C@@H]([C@H]([C@@H]1OC)O)O)O)O (1R,2S,3R,4S,5R,6S)-5,6-dimethoxy-1,2,3,4-cyclohexanetetrol tert-butyl-4-(7-bromo-3-quinolyl)piperidine-1-carboxylate